C(CNC(=O)C1=CC=C(C=C1)B(O)O)NC(=O)C1=CC=C(C=C1)B(O)O [1,2-ethandiylbis(iminocarbonyl-4,1-phenylene)]bisboronic acid